BrC=1C=C(C(=NC1)N[C@H](C(=O)[O-])[C@@H](C1=CC=CC=C1)NC(=O)OC(C)(C)C)[N+](=O)[O-] (2S,3R)-2-[(5-bromo-3-nitro-2-pyridyl)amino]-3-(tert-butoxycarbonylamino)-3-phenyl-propanoate